N-[2,5-difluoro-4-(trifluoromethyl)phenyl]-5-(2-thienyl)-1H-pyrrole-3-sulfonamide FC1=C(C=C(C(=C1)C(F)(F)F)F)NS(=O)(=O)C1=CNC(=C1)C=1SC=CC1